BrC=1C=C2CCCNC2=C(C1)I 6-bromo-8-iodo-1,2,3,4-tetrahydroquinoline